C(CCCCCCCCCCCCCCCCCCCCC)NCCC behenyl-propylamine